4-[(2-hydroxyethyl)-amino]-3-nitro-1-methylbenzene OCCNC1=C(C=C(C=C1)C)[N+](=O)[O-]